methyl 2-(1-hydroxy ethyl)acrylate OC(C)C(C(=O)OC)=C